C(CCCCCCCCCCCCCC)C=C(C(=O)O)CC.C(C1=CC=CC=C1)SC=1C(=NC(=NC1C)C(F)(F)F)C (benzylthio)-4,6-dimethyl-2-(trifluoromethyl)pyrimidine pentadecylethyl-acrylate